CC1=CC=C(C=C1)S(=O)(=O)O.C(#N)[C@H](C[C@H]1C(NCCC1)=O)NC(=O)[C@H]1NC2CCC1CC2 (S)-N-((S)-1-cyano-2-((S)-2-oxopiperidin-3-yl)ethyl)-2-azabicyclo[2.2.2]octane-3-carboxamide 4-methylbenzenesulfonate